(2s,4r)-4-isopropoxypyrrolidine-1,2-dicarboxylic acid C(C)(C)O[C@@H]1C[C@H](N(C1)C(=O)O)C(=O)O